FC(C=1C=CC(=NC1)C=NS(=O)C(C)(C)C)F N-((5-(difluoromethyl)pyridin-2-yl)methylene)-2-methylpropan-2-sulfinamide